(5RS,8RS)-8-Methyl-3-oxo-2-{[6-(trifluoromethyl)pyridin-3-yl]methyl}octahydro[1,2,4]triazolo[4,3-a]pyridin-5-carboxylic acid C[C@H]1C2N([C@H](CC1)C(=O)O)C(N(N2)CC=2C=NC(=CC2)C(F)(F)F)=O |r|